C1(C2=CC=C(C(=O)OCC3(CCCCC3)CO1)C=C2)=O 4-cyclohexylidenedimethylene terephthalate